(3-Methoxybicyclo[1.1.1]pent-1-yl)-1-((5-(trifluoromethyl)-1H-pyrazol-3-yl)methyl)-3-(3,4,5-trifluorophenyl)urea COC12CC(C1)(C2)N(C(=O)NC2=CC(=C(C(=C2)F)F)F)CC2=NNC(=C2)C(F)(F)F